C(C)(C)(C)C=1C=C(C=C(C1O)C(C)(C)C)CCC(=O)OCOC(CCC1=CC(=C(C(=C1)C(C)(C)C)O)C(C)(C)C)=O 2'-methylene bis[3-(3,5-di-tert-butyl-4-hydroxyphenyl) propionate]